C(CCCCCCC)NC(=O)NCCCCCCCCC N-octyl-N'-nonylurea